6-{(3S,4S)-1-[(1,3-dimethyl-1H-pyrazol-5-yl)methyl]-4-methylpyrrolidin-3-yl}-1-(tetrahydro-2H-pyran-4-yl)-1,5-dihydro-4H-pyrazolo[3,4-d]pyrimidin-4-one CN1N=C(C=C1CN1C[C@H]([C@@H](C1)C)C=1NC(C2=C(N1)N(N=C2)C2CCOCC2)=O)C